BrC=1C(=C2C=NN(C2=C(C1)C)C)I 5-bromo-4-iodo-1,7-dimethyl-1H-indazole